(S)-N-(6-chloro-1-cyclobutyl-1H-benzo[d]imidazol-2-yl)-3-(4-fluorophenyl)-3-hydroxybutanamide ClC=1C=CC2=C(N(C(=N2)NC(C[C@](C)(O)C2=CC=C(C=C2)F)=O)C2CCC2)C1